ClC1=NC(=NC(=N1)C1=C(C(=C(C(=C1[2H])[2H])[2H])[2H])[2H])C1=C(C(=C(C(=C1[2H])[2H])[2H])[2H])[2H] 2-Chloro-4,6-bis(phenyl-d5)-[1,3,5]triazin